FC1=C(C=CC=C1)C1=CC(=CN1S(=O)(=O)C=1C=NC=C(C1)C#CC(C)(C)O)CN(C(OC(C)(C)C)=O)C tert-butyl ((5-(2-fluorophenyl)-1-((5-(3-hydroxy-3-methylbut-1-yn-1-yl)pyridin-3-yl) Sulfonyl)-1H-pyrrol-3-yl)methyl)(methyl)carbamate